4-((3-bromo-4-(trifluoromethyl)benzyl)(methyl)amino)-4-methylpiperidine-1-carboxylic acid tert-butyl ester C(C)(C)(C)OC(=O)N1CCC(CC1)(C)N(C)CC1=CC(=C(C=C1)C(F)(F)F)Br